NC([C@H]([C@@H](C)O)NC(C(=O)C1=C(C(=C(N1C)C)C(=O)NC1=CC(=C(C=C1)F)C)C)=O)=O 5-(2-(((2S,3R)-1-amino-3-hydroxy-1-oxobutan-2-yl)amino)-2-oxoacetyl)-N-(4-fluoro-3-methylphenyl)-1,2,4-trimethyl-1H-pyrrole-3-carboxamide